N-[(5-cyclopropylpyridin-2-yl)(phenyl)methyl]-4-fluoro-1-[2-(1H-1,2,3-triazol-5-yl)acetyl]pyrrolidine-2-carboxamide C1(CC1)C=1C=CC(=NC1)C(NC(=O)C1N(CC(C1)F)C(CC1=CN=NN1)=O)C1=CC=CC=C1